OC1=C2C(C=C(OC2=C(C=C1O)O)C1=CC=C(C=C1)O)=O 5,6,8,4'-tetrahydroxyflavone